tert-hexyl iodide C(C)(C)(CCC)I